CN1N=CC(=C1)C=1N=C(C=2N(C1)N=CC2)N[C@@H]2CCN(CCC2)C(C=C)=O (S)-1-(4-((6-(1-methyl-1H-pyrazol-4-yl)pyrazolo[1,5-a]pyrazin-4-yl)amino)azepan-1-yl)prop-2-en-1-one